N-(2-chloro-4-fluoro-3-((5-fluoro-3-(fluoromethyl)-4-oxo-3,4-dihydroquinazolin-6-yl)amino)phenyl)pyrrolidine-1-sulfonamide ClC1=C(C=CC(=C1NC=1C(=C2C(N(C=NC2=CC1)CF)=O)F)F)NS(=O)(=O)N1CCCC1